BrC=1C=C2C(=C(NC2=CC1)C1=CC=C(C=C1)F)CC(=O)N1CCN(CC1)C(\C=C\C1=C(C=CC=C1)OC)=O (E)-1-(4-(2-(5-bromo-2-(4-fluorophenyl)-1H-indol-3-yl)acetyl)piperazin-1-yl)-3-(2-methoxyphenyl)prop-2-en-1-one